N-(3-chloro-4-cyanophenyl)-2-(4-((1-(2-(2,6-dioxopiperidin-3-yl)-1,3-dioxoisoindolin-5-yl)azetidin-3-yl)ethynyl)-1H-pyrazol-1-yl)-2-methylpropanamide ClC=1C=C(C=CC1C#N)NC(C(C)(C)N1N=CC(=C1)C#CC1CN(C1)C=1C=C2C(N(C(C2=CC1)=O)C1C(NC(CC1)=O)=O)=O)=O